2-bromo-5-fluoro-3-(trifluoromethyl)phenol BrC1=C(C=C(C=C1C(F)(F)F)F)O